1-(6-benzothiazolylsulfonyl)-5-chloro-1H-indole S1C=NC2=C1C=C(C=C2)S(=O)(=O)N2C=CC1=CC(=CC=C21)Cl